2-(di-(hexyloxy)phosphono)-2-hydroxypropionic acid C(CCCCC)OOP(=O)(OOCCCCCC)OC(C(=O)O)C